CC(CC(=O)O)P(O)=O 1-methyl-(2-carboxyethyl)-phosphinic acid